P(=O)(N1CCCC1)(N1CCCC1)N1CCCC1 1,1',1''-phosphoryltripyrrolidine